5-(((1R,3s,5S)-8-benzyl-8-azabicyclo[3.2.1]oct-3-yl)(methyl)amino)-3-fluoro-N-(6-fluoropyridin-2-yl)-4-methylpyridine-2-sulfonamide trifluoroacetate salt FC(C(=O)O)(F)F.C(C1=CC=CC=C1)N1[C@H]2CC(C[C@@H]1CC2)N(C=2C(=C(C(=NC2)S(=O)(=O)NC2=NC(=CC=C2)F)F)C)C